(3-(cyclopropyl(7-fluoro-[1,2,4]triazolo[4,3-a]quinazolin-5-yl)amino)-5-fluorophenyl)-2-methylbut-3-yn-2-ol C1(CC1)N(C=1C=C(C=C(C1)F)CC(C#C)(O)C)C1=NC=2N(C3=CC=C(C=C13)F)C=NN2